2-amino-3',7-dioxo-2',3',4,7-tetrahydro-5H-spiro[benzo[b]thiophene-6,1'-indene]-3-carboxamide NC1=C(C2=C(S1)C(C1(CC(C3=CC=CC=C13)=O)CC2)=O)C(=O)N